FC1=C(OC=2N=CC(=NC2)N)C=C(C(=C1)F)F 5-(2,4,5-trifluorophenoxy)pyrazin-2-amine